bis[2-(diphenylphosphino)phenyl]phosphine C1(=CC=CC=C1)P(C1=C(C=CC=C1)PC1=C(C=CC=C1)P(C1=CC=CC=C1)C1=CC=CC=C1)C1=CC=CC=C1